BrCCOC=1C=C2CCC(N(C2=CC1)CCO)=O 6-(2-bromoethoxy)-1-(2-hydroxyethyl)-1,2,3,4-tetrahydroquinolin-2-one